(tert-butyl)-12-methyl-7,12-dihydrobenzo[g]indolo[3,2-b]indole C(C)(C)(C)C1=CC=CC=2C=CC=3C4=C(N(C3C21)C)C=2C=CC=CC2N4